CN(CCNC(=O)C1=NN2C(N=C(C=C2C2=CC=CC=C2)C2=CC=CC=C2)=C1)C N-(2-(Dimethylamino)ethyl)-5,7-diphenylpyrazolo[1,5-a]pyrimidine-2-carboxamide